N1N=NC2=C1C=NC=N2 TRIAZOLO-PYRIMIDIN